N1N=CC2=CC(=CC=C12)\C(=C(/CCCCOC)\C1=CC=CC=C1)\C1=CC=C(C=C1)/C=C/C(=O)O (E)-3-(4-((E)-1-(1H-indazol-5-yl)-6-methoxy-2-phenylhex-1-en-1-yl)phenyl)acrylic acid